5-{2-[2-(5-methoxyquinoline-8-sulfonamido)phenyl]ethynyl}-4-methylpyridine-2-carboxylic acid COC1=C2C=CC=NC2=C(C=C1)S(=O)(=O)NC1=C(C=CC=C1)C#CC=1C(=CC(=NC1)C(=O)O)C